4,6-dichloro-2-methyl-mercaptopyrimidine ClC1=NC(=NC(=C1S)Cl)C